CN1N=CC(=C1)C=1N=CC(NC1)=O 5-(1-methyl-1H-pyrazol-4-yl)pyrazin-2(1H)-one